5-(6-chloro-1-((2-(trimethylsilyl)ethoxy)methyl)-1H-pyrrolo[2,3-b]pyridin-3-yl)-2-methyl-1-((2-(trimethylsilyl)ethoxy)methyl)-1H-benzo[d]imidazole ClC1=CC=C2C(=N1)N(C=C2C2=CC1=C(N(C(=N1)C)COCC[Si](C)(C)C)C=C2)COCC[Si](C)(C)C